CC1=CC=C(C=C1)C1=NNC(=N1)C=1C=C(C=CC1)NC(OC(C)C)=O Propan-2-yl {3-[3-(4-methylphenyl)-1H-1,2,4-triazol-5-yl]phenyl}carbamate